(Z)-5-(non-3-en-1-yloxy)-5-oxopentanoic acid C(C\C=C/CCCCC)OC(CCCC(=O)O)=O